1-(4-((5-(3,5-dimethylisoxazol-4-yl)-2-methylphenyl)(5-((2-(2,6-dioxopiperidin-3-yl)-6-fluoro-1-oxoisoindolin-5-yl)amino)-3-methylpentanyl)amino)phenyl)cyclopropane-1-carbonitrile CC1=NOC(=C1C=1C=CC(=C(C1)N(C1=CC=C(C=C1)C1(CC1)C#N)CCC(CCNC=1C=C2CN(C(C2=CC1F)=O)C1C(NC(CC1)=O)=O)C)C)C